3-(5-bromo-2-methoxy-phenyl)piperidine-2,6-dione BrC=1C=CC(=C(C1)C1C(NC(CC1)=O)=O)OC